CC1=C(OC=2CCC3=CN(N=C3C21)CC=2N=NC=CC2)C(=O)OCC ethyl 8-methyl-2-[(pyridazin-3-yl)methyl]-4,5-dihydro-2H-furo[2,3-g]indazole-7-carboxylate